purin-6-one di-sodium salt hydrate O.[Na].[Na].N1=CN=C2N=CN=C2C1=O